methyl 4-(((1-isopropyl-8-(pyridin-4-yl)-1H-pyrazolo[3,4-d]pyrrolo[1,2-b]pyridazin-3-yl)amino)methyl)piperidine-1-carboxylate C(C)(C)N1N=C(C2=C1C=1N(N=C2)C=C(C1)C1=CC=NC=C1)NCC1CCN(CC1)C(=O)OC